FC1(CCN(CC1)C1=NC(=CC(=N1)C=1N=NN(N1)C1=C(C=C(C=C1)NS(=O)(=O)CCO)N1CCC2(CC2)CC1)C)F N-(4-(5-(2-(4,4-difluoropiperidin-1-yl)-6-methylpyrimidin-4-yl)-2H-tetrazol-2-yl)-3-(6-azaspiro[2.5]octan-6-yl)phenyl)-2-hydroxyethane-1-sulfonamide